3-amino-N,N-bis(2-(tert-butoxy)-2-oxoethyl)-N-methylpropan-1-aminium NCCC[N+](C)(CC(OC(C)(C)C)=O)CC(=O)OC(C)(C)C